ClCC(=O)N(CC1=CC=C(C=C1)C(F)(F)F)C(C(=O)NC1=NC=C(C=C1F)Cl)C1COC1 2-chloro-N-(2-((5-chloro-3-fluoropyridin-2-yl)amino)-1-(oxetan-3-yl)-2-oxoethyl)-N-(4-(trifluoromethyl)benzyl)acetamide